C(C)O\C=C/C=1C=C2C=C(N=NC2=CC1)C (Z)-6-(2-ethoxyvinyl)-3-methylcinnoline